NC1=CC(=C(C(=O)O)C=C1)[19F] 4-amino-2-[19F]-fluorobenzoic acid